O=C1N(C(CC1)=O)OC(CCNC(CNC(CNC(CNC=O)=O)=O)=O)=O 1,4,7,10-tetraoxo-2,5,8,11-tetraazatetradecan-14-oic acid 2,5-dioxopyrrolidin-1-yl ester